O=C1NC=2CCN(CC2C=C1)C(=O)OC(C)(C)C tert-butyl 2-oxo-1,5,7,8-tetrahydro-1,6-naphthyridine-6(2H)-carboxylate